C(C)(C)(C)C1=CC=C(S1)C=1SC(=CC1)/C(=C/Cl)/OC1=CC(=CC=C1)OC (Z)-5-(tert-butyl)-5'-(2-chloro-1-(3-methoxyphenoxy)vinyl)-2,2'-bithiophene